2-({4-[(3-chloropropyl)amino]phenyl}oxy)-7-[(3-chloropropyl)oxy]-6-methoxyquinoline ClCCCNC1=CC=C(C=C1)OC1=NC2=CC(=C(C=C2C=C1)OC)OCCCCl